C[C@H]1CN(CC1)C(CNC1=CC=CC=C1)C N-(2-((R)-3-methylpyrrolidin-1-yl)propyl)aniline